C(C1=CC=CC=C1)SC1=C(C(=CC=C1)Br)Cl benzyl-(3-bromo-2-chlorophenyl)sulfane